FC=1C=C(C=CC1)C1=CC(=CC=C1)[C@@H]1N(OCC1)C1=CC(=NC=N1)NC=1C(=CC(=C(C1)NC(C=C)=O)N1CCC2(COC2)CC1)OC (R)-N-(5-((6-(3-(3'-fluoro-[1,1'-biphenyl]-3-yl)-isoxazolidin-2-yl)-pyrimidin-4-yl)-amino)-4-methoxy-2-(2-oxa-7-azaspiro[3.5]nonan-7-yl)phenyl)acryl-amide